7-(Cyclopropylamino)-5-((4-methoxy-3-((methylsulfonyl)methyl)phenyl)amino)pyrazolo[1,5-a]pyrimidin-3-carbonitril C1(CC1)NC1=CC(=NC=2N1N=CC2C#N)NC2=CC(=C(C=C2)OC)CS(=O)(=O)C